3',5'-ditertiarybutyl-biphenyl C(C)(C)(C)C=1C=C(C=C(C1)C(C)(C)C)C1=CC=CC=C1